ClC1=C(C(=O)O)C=C(C=C1)C=1C=NN(C1)C1=C(C=C(C=C1Cl)C(C(F)(F)F)(C(F)(F)F)F)Cl 2-chloro-5-(1-(2,6-dichloro-4-(perfluoropropan-2-yl)phenyl)-1H-pyrazol-4-yl)benzoic acid